4-benzyloxy-5-methyl-2-(2-phenylethyl)pyrazole-3-carboxylic acid methyl ester COC(=O)C=1N(N=C(C1OCC1=CC=CC=C1)C)CCC1=CC=CC=C1